S([O-])(O)(=S)=O.[Na+] sodium thiobisulphate